O.C(\C=C\C(=O)O)(=O)O.N[C@]1(CN(CCC1)C=1C=NC(=CC1CN1C2=NC=NC(=C2N=C1)N)C1=C(C=C(C(=C1)F)OC([2H])([2H])[2H])F)[C@@H](C(F)F)O (S)-1-((R)-3-amino-1-(4-((6-amino-9H-purin-9-yl)methyl)-6-(2,5-difluoro-4-(methoxy-d3)phenyl)pyridin-3-yl)piperidin-3-yl)-2,2-difluoroethan-1-ol fumaric acid salt monohydrate